ClC1=C(C=CC=C1Cl)C1=CC2=NC=C(C(=C2S1)N1CCOCC1)C(=O)O (2,3-dichlorophenyl)-7-morpholinothieno[3,2-b]pyridine-6-carboxylic acid